1-((2-(1,4-diazepan-1-yl)-pyrimidin-5-yl)methyl)-3-(4-(2-(4-bromophenyl)-propan-2-yl)thiazol-2-yl)-urea N1(CCNCCC1)C1=NC=C(C=N1)CNC(=O)NC=1SC=C(N1)C(C)(C)C1=CC=C(C=C1)Br